5-[8-(5-acetyl-1-tetrahydropyran-4-yl-6,7-dihydro-4H-pyrazolo[4,3-c]pyridin-3-yl)-3-isoquinolyl]pyridine-2-carboxylic acid C(C)(=O)N1CC2=C(CC1)N(N=C2C=2C=CC=C1C=C(N=CC21)C=2C=CC(=NC2)C(=O)O)C2CCOCC2